(2R,3R,3aS,6S,6aR)-6-((2-amino-3-bromoquinolin-7-yl)methyl)-2-(4-isopropyl-7H-pyrrolo[2,3-d]pyrimidin-7-yl)hexahydro-3aH-cyclopenta[b]furan-3,3a-diol NC1=NC2=CC(=CC=C2C=C1Br)C[C@@H]1CC[C@]2([C@@H]1O[C@H]([C@@H]2O)N2C=CC1=C2N=CN=C1C(C)C)O